trans-2,2-dimethyl-3-(2-methyl-4-sulfamoylphenyl)cyclopropanecarboxylic acid methyl ester COC(=O)[C@@H]1C([C@H]1C1=C(C=C(C=C1)S(N)(=O)=O)C)(C)C